3-(6-bromopyridin-2-yl)tetrahydrofuran-3-carbonitrile BrC1=CC=CC(=N1)C1(COCC1)C#N